bis(3-Pentyloctyl) 8,8'-((3-((isoxazol-3-ylmethyl)sulfonamido)propyl)azanediyl)dioctanoate O1N=C(C=C1)CS(=O)(=O)NCCCN(CCCCCCCC(=O)OCCC(CCCCC)CCCCC)CCCCCCCC(=O)OCCC(CCCCC)CCCCC